4-(3-methylphenyl)-1,3,2-dioxaphosphorinane 2-sulfide CC=1C=C(C=CC1)C1OP(OCC1)=S